C(C1=CC=CC=C1)OC1=C(C=CC(=C1)OCC1=CC=CC=C1)CNCC=1C(=C(C=CC1)CS(=O)(=O)NC)F 1-{3-[({[2,4-bis(benzyloxy)phenyl]methyl}amino)methyl]-2-fluorophenyl}-N-methylmethanesulfonamide